(3-(azetidin-1-yl)-5-methyl-1H-pyrazol-1-yl)benzonitrile N1(CCC1)C1=NN(C(=C1)C)C1=C(C#N)C=CC=C1